α-oxo-propionic acid O=C(C(=O)O)C